CSC1=NC=CC(=N1)CO 2-(Methylthio)-pyrimidine-4-methanol